2H-indole N=1CC=C2C=CC=CC12